2-(2,2-difluoropropyl)-3-methyl-2,3,4,9-tetrahydro-1H-pyrido[3,4-B]indole-6-carboxylic acid FC(CN1CC=2NC3=CC=C(C=C3C2CC1C)C(=O)O)(C)F